C(C1=CC=CC=C1)O[C@@H]1[C@H](CCCC1)N (1S,2S)-2-(benzyloxy)cyclohexane-1-amine